CN1C=NC(=CC1=O)NC1=CC=CC=2N1N=CC2C(=O)N2CCCCC2 3-methyl-6-[[3-(piperidine-1-carbonyl)pyrazolo[1,5-a]pyridin-7-yl]amino]pyrimidin-4-one